C(C1=CC=CC=C1)N1C(=NC2=C1C=CC=C2C(=O)N)C=2SC=CC2 1-benzyl-2-(thiophen-2-yl)-1H-benzo[d]imidazole-4-carboxamide